C(C)(=O)N[C@H](C(=O)N1[C@@H]([C@@H]2[C@H](C1)CCC2)C(=O)N[C@H](C[C@H]2C(NCC2)=O)\C=C(\S(=O)(=O)C)/F)C2=CC=CC=C2 (1S,3aR,6aS)-2-((S)-2-acetamido-2-phenylacetyl)-N-((R,E)-4-fluoro-4-(methylsulfonyl)-1-((S)-2-oxopyrrolidin-3-yl)but-3-en-2-yl)octahydrocyclopenta[c]pyrrole-1-carboxamide